ClOCl.[Zr+4] zirconium (IV) dichlorooxide